C(=C)C=1N=CC(=NC1)COC1=NN=C(S1)N 5-((5-ethenylpyrazin-2-yl)methoxy)-1,3,4-thiadiazol-2-amine